4-((1R,5S)-3,8-diazabicyclo[3.2.1]octan-3-yl)-7-(5-chloroisoquinolin-4-yl)-8-fluoro-2-((tetrahydro-1H-pyrrolizin-7a(5H)-yl)methoxy)pyrido[4,3-d]pyrimidine bis(2,2,2-trifluoroacetate) FC(C(=O)O)(F)F.FC(C(=O)O)(F)F.[C@H]12CN(C[C@H](CC1)N2)C=2C1=C(N=C(N2)OCC23CCCN3CCC2)C(=C(N=C1)C1=CN=CC2=CC=CC(=C12)Cl)F